COC1=NC=CC(=C1)C=1C(=C2CCCC2=CC1)NC(=O)C1=NN2C(OCCC2)=C1S(=O)(N)=N ((5-(2-methoxypyridin-4-yl)-2,3-dihydro-1H-inden-4-yl)carbamoyl)-6,7-dihydro-5H-pyrazolo[5,1-b][1,3]oxazine-3-sulfonimidamide